C(C)N1CCN(CC1)C[C@@H](C(=O)N1CCN(CC1)C=1C2=C(N=CN1)[C@@H](C[C@H]2C)O)C2=CC(=C(C=C2)OC(F)(F)F)F (S)-3-(4-ethylpiperazin-1-yl)-2-(3-fluoro-4-(trifluoromethoxy)phenyl)-1-(4-((5R,7R)-7-hydroxy-5-methyl-6,7-dihydro-5H-cyclopenta[d]pyrimidin-4-yl)piperazin-1-yl)propan-1-one